3-[2-ethyl-4-[5-methyl-3-(2-morpholino-4-pyridyl)-1H-pyrazol-4-yl]phenyl]benzenesulfonamide C(C)C1=C(C=CC(=C1)C=1C(=NNC1C)C1=CC(=NC=C1)N1CCOCC1)C=1C=C(C=CC1)S(=O)(=O)N